8-cyclopropyl-6-(difluoromethyl)-2-(methylsulfinyl)imidazo[1',2':1,6]pyrido[2,3-d]pyrimidine C1(CC1)C=1N=C2C(=CC3=C(N=C(N=C3)S(=O)C)N2C1)C(F)F